2,6',7'-Trimethyl-2'-phenylspiro[fluorene-9,3'-indole] CC1=CC2=C(C=C1)C1=CC=CC=C1C21C(=NC2=C(C(=CC=C12)C)C)C1=CC=CC=C1